C(C)(C)(C)OC(=O)N[C@H]1C[C@](CC[C@@H]2N(C1=O)[C@@H](CC2)C(=O)O)(C)O (3S,6S,8R,10aR)-6-((tert-butoxycarbonyl)amino)-8-hydroxy-8-methyl-5-oxodecahydropyrrolo[1,2-a]azocine-3-carboxylic acid